C(C)(=O)NS(=O)(=O)N1C[C@@](CC1)(C1=CC=CC=C1)NC(=O)C=1N(C2=CC=C(C(=C2C1)Cl)Cl)C |r| (±)-N-[1-(acetyl-sulfamoyl)-3-phenyl-pyrrolidin-3-yl]-4,5-dichloro-1-methyl-indole-2-carboxamide